N1=CC=C(C=C1)C1=C(C=NN1)C1=CC=C(OCC2=NC3=CC=CC=C3C=C2)C=C1 2-[4-(5-pyridin-4-yl-1H-pyrazol-4-yl)-phenoxymethyl]-quinoline